7-(4-difluoromethoxyphenyl)-3-(2-methoxyethyl)-1-((3-(trifluoromethyl)phenyl)sulfonyl)-2,3-dihydroquinazolin-4(1H)-one FC(OC1=CC=C(C=C1)C1=CC=C2C(N(CN(C2=C1)S(=O)(=O)C1=CC(=CC=C1)C(F)(F)F)CCOC)=O)F